Titanium Diisopropoxide CC([O-])C.CC([O-])C.[Ti+2]